5H-dibenzo[b,f]azepine-5-carboxamide C1=CC=CC=2N(C3=C(C=CC21)C=CC=C3)C(=O)N